BrC1=CC=2N(C3=CC(=CC=C3C2C=C1)Br)CCCBr 2,7-dibromo-9-bromopropylcarbazole